5-(5-fluoro-3',5'-dimethyl-[1,1'-biphenyl]-2-yl)-3-(4-(1-methyl-4-(trifluoromethyl)-1H-imidazol-2-yl)phenyl)-1,2,4-oxadiazole FC=1C=CC(=C(C1)C1=CC(=CC(=C1)C)C)C1=NC(=NO1)C1=CC=C(C=C1)C=1N(C=C(N1)C(F)(F)F)C